(3S,4r,5R)-1-(2-methoxyphenethyl)piperidine-3,4,5-triol COC1=C(CCN2C[C@@H](C([C@@H](C2)O)O)O)C=CC=C1